4-(p-hydroxybenzylidene)imidazolidin-5-one methyl-2-[[6-(1,3-benzothiazol-2-ylamino)-5-methyl-pyridazin-3-yl]-[2-(2,2-dimethyl-1,3-dioxolan-4-yl)ethyl]amino]thiazole-4-carboxylate COC(=O)C=1N=C(SC1)N(CCC1OC(OC1)(C)C)C=1N=NC(=C(C1)C)NC=1SC2=C(N1)C=CC=C2.OC2=CC=C(C=C1NCNC1=O)C=C2